NC1=NC=2C=C(C=CC2C2=C1N=C(N2)[C@@H]2CN(CC2)C(=O)OC(C)(C)C)Br tert-Butyl (S)-3-(4-amino-7-bromo-1H-imidazo[4,5-c]quinolin-2-yl)pyrrolidine-1-carboxylate